3-(2-oxabicyclo[3.1.1]heptan-4-ylamino)benzoate C12OCC(C(C1)C2)NC=2C=C(C(=O)[O-])C=CC2